ClC1=C(C=CC=C1)CN1OCC(C1=O)(C)C 2-[(2-chlorophenyl)methyl]-4,4-dimethyl-3-isoxazolidinone